C(C)C1(OC2=CC=C(C=C2C(C1)=O)C=1OC(=NN1)C=1C=NC=CC1)CC 2,2-diethyl-6-(5-(pyridin-3-yl)-1,3,4-oxadiazol-2-yl)chroman-4-one